formnitrile oxide C#[N+][O-]